2-((4-chloro-5-fluoro-2-(2-methoxy-7-methylquinoxalin-5-yl)benzo[d]thiazol-6-yl)oxy)ethanol ClC1=C(C(=CC2=C1N=C(S2)C2=C1N=CC(=NC1=CC(=C2)C)OC)OCCO)F